C(C)(C)(C)C1=CC(=C(C=C1)C=1N([C@]([C@](N1)(C)C1=CC=C(C=C1)Cl)(C)C1=CC=C(C=C1)Cl)C(=O)N1CCN(CC1)CCC(=O)N)OCC 3-(4-((4S,5R)-2-(4-(tert-butyl)-2-ethoxyphenyl)-4,5-bis(4-chlorophenyl)-4,5-dimethyl-4,5-dihydro-1H-imidazole-1-carbonyl)piperazin-1-yl)propanamide